(R)-4-(cyclopentylamino)-N-(2-fluoro-3-hydroxy-3-methylbutyl)-6-(pyridin-3-yl)pyrrolo[1,2-b]pyridazine-3-carboxamide C1(CCCC1)NC=1C=2N(N=CC1C(=O)NC[C@H](C(C)(C)O)F)C=C(C2)C=2C=NC=CC2